tert-butyl 7-(5-(2-bromoacetyl)thiophen-2-yl)-7-hydroxy-3-oxa-9-azabicyclo[3.3.1]nonane-9-carboxylate BrCC(=O)C1=CC=C(S1)C1(CC2COCC(C1)N2C(=O)OC(C)(C)C)O